C(C(C)C)OC1=CC=C(C=C1)C1=CC=C2C(C(COC2=C1)(C)C)NC(O[C@@H]1CN2CCC1CC2)=O (S)-quinuclidin-3-yl (7-(4-isobutoxyphenyl)-3,3-dimethylchroman-4-yl)carbamate